OC=1C(=NC2=CC=C(C=C2C1)OC(C)C)C(=O)NCC(=O)O [(3-hydroxy-6-isopropoxy-quinoline-2-carbonyl)-amino]-acetic acid